N1N=C(C2=CC=CC=C12)NC(=O)NC1=NC=CC(=C1)C1=NN=CN1C(C)C 1-(1H-indazol-3-yl)-3-(4-(4-isopropyl-4H-1,2,4-triazol-3-yl)pyridin-2-yl)urea